N1N=CC=C1C1=C(C#N)C=CC=C1OCCOC1OCCCC1 2-(1H-pyrazol-5-yl)-3-(2-((tetrahydro-2H-pyran-2-yl)oxy)ethoxy)benzonitrile